3-fluoro-4-((2-(hydroxymethyl)piperidin-1-yl)sulfonyl)-1-methyl-1H-pyrrole-2-carboxylic acid ethyl ester C(C)OC(=O)C=1N(C=C(C1F)S(=O)(=O)N1C(CCCC1)CO)C